1-Amino-3,5-dibromopyridin-1-ium 2,4,6-trimethylbenzenesulfonate CC1=C(C(=CC(=C1)C)C)S(=O)(=O)[O-].N[N+]1=CC(=CC(=C1)Br)Br